6-chloro-3-iodo-1-tetrahydropyran-2-yl-1H-pyrazolo[3,4-b]pyrazine-5-methanol ClC1=C(N=C2C(=N1)N(N=C2I)C2OCCCC2)CO